3,5-Bis(trimethylstannyl)-L-thyronine C[Sn](C=1C=C(C[C@H](N)C(=O)O)C=C(C1OC1=CC=C(C=C1)O)[Sn](C)(C)C)(C)C